N1(N=CC=C1)C1=C2C=CC(=CC2=CC=C1)C(=O)NS(=O)(=O)C=1C=NC=CC1 5-(1H-pyrazol-1-yl)-N-(pyridin-3-ylsulfonyl)-2-naphthamide